methyl (S)-3-(4-(3-cyano-4-((3-fluoropyridin-2-yl)thio)pyrazolo[1,5-a]pyridin-6-yl)-1H-pyrazol-1-yl)pyrrolidine-1-carboxylate C(#N)C=1C=NN2C1C(=CC(=C2)C=2C=NN(C2)[C@@H]2CN(CC2)C(=O)OC)SC2=NC=CC=C2F